1-(4-((6-amino-5-cyanopyrimidin-4-yl)oxy)-2-fluorophenyl)-3-(3-(tert-butyl)-1-(2-fluoro-4-methoxyphenyl)-1H-pyrazol-5-yl)urea NC1=C(C(=NC=N1)OC1=CC(=C(C=C1)NC(=O)NC1=CC(=NN1C1=C(C=C(C=C1)OC)F)C(C)(C)C)F)C#N